(2,6-dimethoxypyrimidin-4-yl)-4-thioureidobenzamide COC1=NC(=CC(=N1)C1=C(C(=O)N)C=CC(=C1)NC(=S)N)OC